(6-chloro-1-hydroxybenzo[d][1,2,3]diazaborinin-2(1H)-yl)(5-methylthiazol-2-yl)methanone ClC1=CC2=C(B(N(N=C2)C(=O)C=2SC(=CN2)C)O)C=C1